N1NCC2=CC=C3C(=C12)C=CO3 dihydro-2H-furo[2,3-g]indazol